C(C1=CC=CC=C1)OC(=O)N1C(C(CCC1)C#N)CS(=O)(=O)Cl ((chlorosulfonyl)methyl)-3-cyanopiperidine-1-carboxylic acid benzyl ester